(7E)-4,4,12,12-tetraethoxy-3,13-dioxa-8-aza-4,12-disilapentadec-7-ene C(C)O[Si](OCC)(CC\C=N\CCC[Si](OCC)(OCC)OCC)OCC